FC=1C(=NC(=NC1)NC1=CC(=CC=C1)OCC1CN(CCC1)C)OC=1C=C(C=CC1)NC(C=C)=O N-(3-(5-fluoro-2-(3-((1-methylpiperidin-3-yl)methoxy)phenylamino)pyrimidin-4-yloxy)phenyl)acrylamide